perfluoroacrylate FC(C(=O)[O-])=C(F)F